C(C)N1N=C2C(=C1C(=O)O)CCC2 2-ethyl-5,6-dihydro-4H-cyclopenta[c]pyrazole-3-carboxylic acid